[C@H](C)(CC)[C@@H]1N(CC2=C(NC1=O)C=CC=C2)S(=O)(=O)C (S)-3-((S)-sec-butyl)-4-(methylsulfonyl)-1,3,4,5-tetrahydro-2H-benzo[e][1,4]diazepin-2-one